4-Carbamoyl-4-[4-(4-morpholin-4-ylmethyl-benzyloxy)-1-oxo-1,3-dihydro-isoindol-2-yl]-butyric acid benzyl ester C(C1=CC=CC=C1)OC(CCC(N1C(C2=CC=CC(=C2C1)OCC1=CC=C(C=C1)CN1CCOCC1)=O)C(N)=O)=O